C(C)(C)(C)[Si](C)(C)OCC1=C(C=C(C=C1)[N+](=O)[O-])I tert-butyl-[(2-iodo-4-nitro-phenyl)methoxy]-dimethyl-silane